Methyl 1-(7-(aminomethyl)-1,6-naphthyridin-2-yl)-3-azabicyclo[4.1.0]heptane-3-carboxylate NCC1=NC=C2C=CC(=NC2=C1)C12CN(CCC2C1)C(=O)OC